C(C(C)C)C(C(=O)OCC(C)(C)C)C(C(=O)OCC(C)(C)C)CC(C)C di-neopentyl 2,3-diisobutylsuccinate